CC(CCCN)NC1=C2C(=CC(=C1)OC)C=CC=N2 The molecule is an N-substituted diamine that is pentane-1,4-diamine substituted by a 6-methoxyquinolin-8-yl group at the N(4) position. It is a drug used in the treatment of malaria and Pneumocystis pneumonia. It has a role as an antimalarial. It is an aminoquinoline, a N-substituted diamine and an aromatic ether.